C(#N)C1(CC1)C=1C=C(C(=O)NC(C)C2=NC=CN=C2C(=NOC)C)C=C(C1)C(F)(F)F 3-(1-cyanocyclopropyl)-N-[1-[3-(N-methoxy-C-methyl-carbonimidoyl)pyrazin-2-yl]ethyl]-5-(trifluoromethyl)benzamide